[C@H]12N(C[C@H](NC1)C2)C=2C=1N(C=CC2)C(=CN1)N1C(NC(CC1)=O)=O 1-[8-[(1R,4R)-2,5-diazabicyclo[2.2.1]heptan-2-yl]imidazo[1,2-a]pyridin-3-yl]hexahydropyrimidine-2,4-dione